4,4-dimethyl-3-phenyl-5-((6-phenylpyridin-2-yl)methyl)-4,5-dihydroisoxazole CC1(C(=NOC1CC1=NC(=CC=C1)C1=CC=CC=C1)C1=CC=CC=C1)C